CC1=C(C=CC=C1C)C1=CC(=CC=C1)[C@@H]1NOCC1 (R)-3-(2',3'-dimethyl-[1,1'-biphenyl]-3-yl)isoxazolidine